ClC=1SC2=C(N1)C=C(C1=C2OC[C@@H](O1)CO)F (S)-(2-chloro-5-fluoro-7,8-dihydro-[1,4]dioxino[2',3':3,4]benzo[1,2-d]thiazol-7-yl)methanol